N-Methyl-N-(4'-methyl-[1,1'-biphenyl]-3-yl)-8-(prop-1-yn-1-yl)-[1,2,4]triazolo[4,3-a]quinazolin-5-amine CN(C1=NC=2N(C3=CC(=CC=C13)C#CC)C=NN2)C=2C=C(C=CC2)C2=CC=C(C=C2)C